2-((S)-4-(5-(7-chloronaphthalen-1-yl)-8-(((S)-1-methylpyrrolidin-2-yl)methoxy)-3,4-dihydro-2H-pyrano[2,3-f]quinazolin-10-yl)-1-(2-fluoroacryloyl)piperazin-2-yl)acetonitrile ClC1=CC=C2C=CC=C(C2=C1)C1=C2C(=C3C(=NC(=NC3=C1)OC[C@H]1N(CCC1)C)N1C[C@@H](N(CC1)C(C(=C)F)=O)CC#N)OCCC2